COC1=CC=C(C=N1)C=1CCN(CC1)C(=O)OC(C)(C)C Tert-Butyl 6-methoxy-3',6'-dihydro[3,4'-bipyridine]-1'(2'H)-carboxylate